norbornenedioic anhydride C123C(=CC(CC1)C2)C(=O)OC3=O